5-chlorobenzene-1,3-dicarboxylic acid chloride ClC=1C=C(C=C(C1)C(=O)Cl)C(=O)Cl